7,7-dimethyl-4-(3-methyl-1-naphthalenyl)-2-(2-(2-propenoyl)-2,6-diazaspiro[3.4]octan-6-yl)-7,8-dihydro-5H-pyrano[4,3-b]pyridine-3-carbonitrile CC1(CC2=NC(=C(C(=C2CO1)C1=CC(=CC2=CC=CC=C12)C)C#N)N1CC2(CN(C2)C(C=C)=O)CC1)C